(2-(2-cyano-4,4-difluoropyrrolidin-1-yl)-2-oxoethyl)quinoline-4-carboxamide C(#N)C1N(CC(C1)(F)F)C(CC1=NC2=CC=CC=C2C(=C1)C(=O)N)=O